NC1=C(C=2C(=NC(=C(C2)C)N2CCC(CC2)OC)N1C1=C(C(=CC=C1C)OCC1=CC=C(C=C1)OC)C)C#N 2-Amino-1-(3-((4-methoxybenzyl)oxy)-2,6-dimethylphenyl)-6-(4-methoxypiperidin-1-yl)-5-methyl-1H-pyrrolo[2,3-b]pyridine-3-carbonitrile